C1(=CC=C(C=C1)C1=NN(C(C1)C=1C=C2N=CC=NC2=CC1)C=1C=C(C(=O)O)C=CC1)C1=CC=CC=C1 3-(3-([1,1'-Biphenyl]-4-yl)-5-(quinoxalin-6-yl)-4,5-dihydro-1H-pyrazol-1-yl)benzoic acid